2-(4-(bicyclo[1.1.1]pentan-1-yl)piperazin-1-yl)aniline C12(CC(C1)C2)N2CCN(CC2)C2=C(N)C=CC=C2